ethyl-8-{2-[11-(dimethylamino)heptadecyl]cyclopropyl}octanoate C(C)OC(CCCCCCCC1C(C1)CCCCCCCCCCC(CCCCCC)N(C)C)=O